Cl.NC(CO)C1=CC=C(C(=O)[O-])C=C1.FC1=C(C(=C(C(=C1[B-](C1=C(C(=C(C(=C1F)F)F)F)F)(C1=C(C(=C(C(=C1F)F)F)F)F)C1=C(C(=C(C(=C1F)F)F)F)F)F)F)F)F.CC(C)C1=CC=C(C=C1)[I+]C1=CC=C(C=C1)C.CC(C)C1=CC=C(C=C1)[I+]C1=CC=C(C=C1)C [4-(1-methylethyl)phenyl](4-methylphenyl)iodonium tetrakis(pentafluorophenyl)borate 4-(1-amino-2-hydroxyethyl)benzoate hydrochloride